CC1=C(C=CC(=N1)NC(C1=CC(=CC=C1)C1=NSC(N1)=O)=O)NC1=NC(=CC=C1[N+](=O)[O-])C1=CC=CC=C1 N-(6-methyl-5-((3-nitro-6-phenylpyridin-2-yl)amino)pyridin-2-yl)-3-(5-oxo-4,5-dihydro-1,2,4-thiadiazol-3-yl)benzamide